4-(4-bromobutoxy)-9-(benzo[d][1,3]dioxol-5-yl)-6,7-methylenedioxynaphtho[2,3-c]furan-1(3H)-one BrCCCCOC1=C2C=C3C(=CC2=C(C=2C(OCC21)=O)C2=CC1=C(OCO1)C=C2)OCO3